CIS-3-AMINOCYCLOBUTANECARBOXYLIC ACID N[C@H]1C[C@H](C1)C(=O)O